benzyl 4-(8-(tert-butoxycarbonyl)-3,8-diazabicyclo[3.2.1]oct-3-yl)-2-((1-(hydroxymethyl) cyclopropyl) methoxy)-5,7-dihydro-6H-pyrrolo[3,4-d]pyrimidine-6-carboxylate C(C)(C)(C)OC(=O)N1C2CN(CC1CC2)C=2C1=C(N=C(N2)OCC2(CC2)CO)CN(C1)C(=O)OCC1=CC=CC=C1